F[C@@H]1[C@@H]([C@]2(CN([C@@]1(C2)C)C)C)OC2=NN=C(S2)C2=C(C=C(C=C2)N2C=NC=C2)O 2-(5-(((1R,4R,5R,6S)-6-fluoro-1,2,4-trimethyl-2-azabicyclo[2.2.1]heptan-5-yl)oxy)-1,3,4-thiadiazol-2-yl)-5-(1H-imidazol-1-yl)phenol